BrC=1C=C(C(=O)O)C=CC1 m-bromobenzoic acid